N-[(1R)-1-{3-[2-(dimethylamino)ethoxy]-5-fluorophenyl}ethyl]propionamide CN(CCOC=1C=C(C=C(C1)F)[C@@H](C)NC(CC)=O)C